(7R,14R)-1-(difluoromethoxy)-11-(6-(dimethylphosphoryl)-4-methylpyridin-3-yl)-6-(methyl-d3)-6,7-dihydro-7,14-methanobenzo[f]benzo[4,5]imidazo[1,2-a][1,4]diazocin-5(14H)-one FC(OC1=CC=CC=2C(N([C@H]3C=4N([C@@H](C21)C3)C3=C(N4)C=CC(=C3)C=3C=NC(=CC3C)P(=O)(C)C)C([2H])([2H])[2H])=O)F